N1(N=CC=C1)[B-](N1N=CC=C1)(N1N=CC=C1)N1N=CC=C1.FC1=C(C=CC(=C1)F)C1=NC=CC=C1.FC1=C(C=CC(=C1)F)C1=NC=CC=C1.[Ir+3].N1(N=CC=C1)[B-](N1N=CC=C1)(N1N=CC=C1)N1N=CC=C1.N1(N=CC=C1)[B-](N1N=CC=C1)(N1N=CC=C1)N1N=CC=C1 iridium (III) bis(2,4-difluorophenylpyridine) tetrakis(1-pyrazolyl)borate